C(N)(=O)CC[C@@H]([C@@H](C)OCCCC1=CC2=C(N(C(N2C)=O)C2C(NC(CC2)=O)=O)C=C1)NC(OC(C)(C)C)=O tert-butyl N-[(3S,4R)-1-carbamoyl-4-[3-[1-(2,6-dioxopiperidin-3-yl)-3-methyl-2-oxo-1,3-benzodiazol-5-yl]propoxy]pentan-3-yl]carbamate